COC1=C(C=CC(=C1F)C2=NC(=C(C(=C2F)N)Cl)C(=O)OCC3=CC=CC=C3)Cl The molecule is a benzyl ester resulting from the formal condensation of the carboxy group of florpyrauxifen with the hydroxy group of benzyl alcohol. An auxin herbicide developed by Dow AgroSciences. It has a role as a herbicide and a synthetic auxin. It is a benzyl ester, an aromatic ether, a biaryl, a member of monochlorobenzenes, a member of monofluorobenzenes and an aminopyridine. It derives from a florpyrauxifen.